P(O)(O)OC1=C(C=CC(=C1)C)CCCCCCCC octyl-5-methylphenol phosphite